C(C)(C)C1=C(C=CC=C1)[C@H]1N(CCN(C1)CC=1C=C(C2=C(C=CO2)C1)OC)C1CC2(C1)CCN(CC2)C2=CC=C(C(=O)N)C=C2 4-(2-((R)-2-(2-isopropylphenyl)-4-((7-methoxybenzofuran-5-yl)methyl)piperazin-1-yl)-7-azaspiro[3.5]nonan-7-yl)benzamide